ClC1=CC(=NC=C1)N1N=CC(=C1)CCl 4-chloro-2-[4-(chloromethyl)pyrazol-1-yl]pyridine